3-(2,6-dichloro-benzyloxy)-5-(4-methoxy-phenyl)-pyridin-2-ylamine ClC1=C(COC=2C(=NC=C(C2)C2=CC=C(C=C2)OC)N)C(=CC=C1)Cl